CS(=O)(=O)C=1C=NC(=NC1)N1CC=2N(CC1)N=C(C2)COC[C@H](C)NC=2C(=CN=NC2)C(F)(F)F (S)-5-((1-((5-(5-(methylsulfonyl)pyrimidin-2-yl)-4,5,6,7-tetrahydropyrazolo[1,5-a]pyrazin-2-yl)methoxy)propan-2-yl)amino)-4-(trifluoromethyl)pyridazin